N-(3-(1H-imidazol-1-yl)-5-(trifluoromethyl)phenyl)-4-methyl-3-(2-(pyrazolo[1,5-a]pyrimidin-6-yl)ethynyl)benzamide N1(C=NC=C1)C=1C=C(C=C(C1)C(F)(F)F)NC(C1=CC(=C(C=C1)C)C#CC=1C=NC=2N(C1)N=CC2)=O